FC(CN1CCC(CC1)C1OC2=C(O1)C=CC(=C2)C(=O)N)(F)F 2-(1-(2,2,2-trifluoroethyl)piperidin-4-yl)benzo[d][1,3]dioxole-5-carboxamid